[3-(methylsulfanyl)phenyl]methanol CSC=1C=C(C=CC1)CO